2-fluoro-{1,1'-biphenyl}-4-carboxylic acid FC1=C(C=CC(=C1)C(=O)O)C1=CC=CC=C1